C(C)(C)C1=C(NC2=C1N=C(S2)C2CCC(CC2)NC2CCOCC2)C=2C(=CC=1N(C2)N=CN1)C N-(4-(6-isopropyl-5-(7-methyl-[1,2,4]triazolo[1,5-a]pyridin-6-yl)-4H-pyrrolo[3,2-d]thiazol-2-yl)cyclohexyl)tetrahydro-2H-pyran-4-amine